ClC(C(OC(C(C(C(C(C(C(C(F)(F)F)(F)F)(F)F)(F)F)(F)F)(F)F)(F)F)(F)F)(F)F)(S(=O)(=O)[O-])F.[K+] potassium l-1-chloroeicosafluoro-3-oxaundecane-1-sulfonate